(S)-5-amino-4-(4-fluoro-5-(4-(hydroxymethyl)pyridin-2-yl)-1-oxoisoindolin-2-yl)-5-oxopentanoic acid tert-butyl ester C(C)(C)(C)OC(CC[C@@H](C(=O)N)N1C(C2=CC=C(C(=C2C1)F)C1=NC=CC(=C1)CO)=O)=O